trans-4'-ethyl-4-(4-trifluoromethoxyphenyl)bicyclohexyl C(C)C1CCC(CC1)C1CCC(CC1)C1=CC=C(C=C1)OC(F)(F)F